tert-butyl (2R)-2-((2-(2,6-dioxopiperidin-3-yl)-1,3-dioxoisoindolin-4-yl)oxy)propanoate O=C1NC(CCC1N1C(C2=CC=CC(=C2C1=O)O[C@@H](C(=O)OC(C)(C)C)C)=O)=O